butyrylbutyrate C(CCC)(=O)OC(CCC)=O